C(#N)C1=C(N=C(S1)N(C1=C(N=C2N1C=C(C=C2)C=2C=NC(=NC2)CC(=O)N2CC(C2)NC2CN(C2)C(=O)OC(C)(C)C)CC)C)C2=CC=C(C=C2)F tert-butyl 3-((1-(2-(5-(3-((5-cyano-4-(4-fluorophenyl)thiazol-2-yl)(methyl)amino)-2-ethyl imidazo[1,2-a]pyridin-6-yl)pyrimidin-2-yl)acetyl)azetidin-3-yl)amino)azetidine-1-carboxylate